BrC=1C(=C(C=CC1)N1N=C(C=C1C=O)C)F (3-bromo-2-fluorophenyl)-3-methyl-1H-pyrazole-5-carbaldehyde